NC1=NC=2C=CC=CC2C2=C1N=C(N2CC(C)(C)O)CN(C(OC(C)(C)C)=O)CC tert-butyl N-[[4-amino-1-(2-hydroxy-2-methyl-propyl) imidazo[4,5-c]quinolin-2-yl] methyl]-N-ethyl-carbamate